(R)-3-((2-((tert-butyldimethylsilyl)oxy)-3-(octadecyloxy)propoxy)methyl)-5-fluorobenzonitrile [Si](C)(C)(C(C)(C)C)O[C@@H](COCC=1C=C(C#N)C=C(C1)F)COCCCCCCCCCCCCCCCCCC